(3R,4S)-3-cyclopropyl-1-[6-[2-(dimethylamino)pyrimidin-5-yl]pyrazolo[1,5-a]pyrazin-4-yl]-4-methyl-2-oxopyrrolidine-3-carbonitrile C1(CC1)[C@]1(C(N(C[C@H]1C)C=1C=2N(C=C(N1)C=1C=NC(=NC1)N(C)C)N=CC2)=O)C#N